COC1=CC=C(C=C1)N1[Se]C2=C(C1=O)C=CC=C2 2-(4-methoxyphenyl)[1,2]benzisoselenazol-3(2H)-one